5-butyl-4-(4-(4-chlorophenoxy)phenyl)-2-(piperidin-4-yl)thiazole C(CCC)C1=C(N=C(S1)C1CCNCC1)C1=CC=C(C=C1)OC1=CC=C(C=C1)Cl